C1(CC1)C(=O)NC1=CC(=C(N=N1)C(=O)N)NC1=C(C(=CC=C1)C1=NN(C=C1)C1=CC=CC=C1)OC 6-(cyclopropanecarboxamido)-4-((2-methoxy-3-(1-phenyl-1H-pyrazol-3-yl)phenyl)amino)pyridazine-3-carboxamide